CC(C(=O)O)CCCCCCCCCC.C(CCCCCCCCC)(=O)OC methyl decanoate (methyl laurate)